FC=1C=NN(C1COC1=CC=C2C=C(NC2=C1)C)C 6-((4-fluoro-1-methyl-1H-pyrazol-5-yl)methoxy)-2-methylindole